COC1=C(C(=O)P(C(CCC)=O)(C(C2=CC=CC=C2)=O)=O)C(=CC=C1)OC 2,6-dimethoxybenzoylbenzoylbutyryl-phosphine oxide